NC=1CN(C=C(C1C)Br)C 3-amino-5-bromo-1,4-dimethyl-pyridin